NC=1C=2N(C=CN1)C(=NC2C2=CC=C(C=C2)[C@@](C)(O)C2=CC(=CC=C2)C(C)(F)F)[C@H]2CN1C(CC[C@@H]1CC2)=O (6R,8aS)-6-[8-amino-1-(4-{(1R)-1-[3-(1,1-difluoroethyl)phenyl]-1-hydroxyethyl}phenyl)imidazo[1,5-a]pyrazin-3-yl]hexahydroindolizin-3(2H)-one